isododecylether C(CCCCCCCCC(C)C)OCCCCCCCCCC(C)C